CN(C1CN(CC1)C1=CC(=C(C=C1[N+](=O)[O-])NC1=NC=NC=N1)OC)C N-(4-(3-(dimethylamino)pyrrolidin-1-yl)-2-methoxy-5-nitrophenyl)-1,3,5-triazin-2-amine